(R)-3-chlorostyrene oxide ClC=1C=C([C@@H]2CO2)C=CC1